FC(C(=O)O)(F)F.NCC(=O)[C@]1([C@@H](C[C@H]2[C@@H]3CCC4=CC(C=C[C@@]4([C@]3([C@H](C[C@]12C)O)F)C)=O)C)O (1R,2S,10S,11S,13R,14R,15S,17S)-14-(2-aminoacetyl)-1-fluoro-14,17-dihydroxy-2,13,15-trimethyltetracyclo[8.7.0.02,7.011,15]Heptadecane-3,6-diene-5-one trifluoroacetate